ClC=1C=C2CCO[C@H](C2=CC1)[C@@H]1NCCC1 (R)-2-((R)-6-chloroisochroman-1-yl)pyrrolidine